C(C)(C)(C)OC(=O)[C@@H](NC(OCC1=CC=CC=C1)=O)CCC(N[C@H](C(NCC(NCC(=O)O)=O)=O)CO)=O (5S,10S)-5-(tert-butoxycarbonyl)-10-(hydroxymethyl)-3,8,11,14-tetraoxo-1-phenyl-2-oxa-4,9,12,15-tetraazaheptadecane-17-oic acid